4-((3-bromopyridin-2-yl)methoxy)piperidine-1-carboxylic acid tert-butyl ester C(C)(C)(C)OC(=O)N1CCC(CC1)OCC1=NC=CC=C1Br